4-((3-isopropyl-5-(tetrahydro-2H-pyran-4-yl)pyrazolo[1,5-a]pyrimidin-7-yl)amino)piperidine-1-carboxylic acid (1-(but-2-ynyl)-3-fluoroazetidin-3-yl)methyl ester C(C#CC)N1CC(C1)(F)COC(=O)N1CCC(CC1)NC1=CC(=NC=2N1N=CC2C(C)C)C2CCOCC2